COC(=O)N1CCC2=CC(=CC=C12)N 5-aminoindoline-1-carboxylic acid methyl ester